C1(CC1)[C@H](CC(=O)OC)C=1C=C(C(=O)OCC2=CC=CC=C2)C=CC1 (S)-benzyl 3-(1-cyclopropyl-3-methoxy-3-oxopropyl)benzoate